diuracile tetraphosphate OP(O)(=O)OP(=O)(O)OP(=O)(O)OP(=O)(O)O.N1C(=O)NC(=O)C=C1.N1C(=O)NC(=O)C=C1